(tert-butoxycarbonyl)(N,N-dimethylsulfamoyl)-D-alanine C(C)(C)(C)OC(=O)N([C@H](C)C(=O)O)S(N(C)C)(=O)=O